OC1=C(C=CC=C1)C=1C=C2C(=NN1)NC[C@@H]1N2CCN(C1)CC1CCN(CC1)C1CN(CCC1)C(=O)OC(C)(C)C tert-butyl 4-(((S)-2-(2-hydroxyphenyl)-5,6,6a,7,9,10-hexahydro-8H-pyrazino[1',2':4,5]pyrazino[2,3-c]pyridazin-8-yl)methyl)-[1,3'-bipiperidine]-1'-carboxylate